FC(C=1C=CC2=C(NC(N=C2)=O)N1)(F)F 7-(trifluoro-methyl)pyrido-[2,3-d]pyrimidin-2(1H)-one